C(C)(C)(C)OC(CC1=C(C(=C(C=C1C1=CC(=NC=C1)F)COC)F)C(C)C)=O 2-(3-fluoro-6-(2-fluoropyridin-4-yl)-2-isopropyl-4-(methoxymethyl)-phenyl)acetic acid tert-butyl ester